C(CS)(=O)OCCOCCOCCOCCOC(CS)=O tetraethylene glycol bis(thioglycolate)